(1a'R,3'S,7a'S)-3',6'-dihydroxy-2',2',4',6'-tetramethyl-1',1a',2',3'-tetrahydrospiro[cyclopropane-1,5'-cyclopropa[c]inden]-7'(6'H)-one O[C@H]1C([C@@H]2[C@@]3(C(C(C4(C(=C13)C)CC4)(C)O)=O)C2)(C)C